2-(1-(5-Chloro-2-((6-methoxy-2-methyl-1,2,3,4-tetrahydroisoquinolin-7-yl)amino)pyrimidin-4-yl)indolin-3-yl)acetic acid ClC=1C(=NC(=NC1)NC1=C(C=C2CCN(CC2=C1)C)OC)N1CC(C2=CC=CC=C12)CC(=O)O